C1NCC12COCCC2 6-oxa-2-azaspiro[3.5]nonan